acryloyl-morpholin C(C=C)(=O)N1CCOCC1